N-2-(methylamino)ethyl-5-isoquinoline-sulfonamide dihydrochloride Cl.Cl.CNCCNS(=O)(=O)C=1C=2C=CN=CC2C=CC1